2-(adamantan-1-yl)-2-hydroxy-2-(5-methylthiophene-2-yl)-N-(2-(4-methylpiperazin-1-yl)ethyl)acetamide C12(CC3CC(CC(C1)C3)C2)C(C(=O)NCCN2CCN(CC2)C)(C=2SC(=CC2)C)O